C(C)(C)(C)OC(=O)N1CCC(CC1)(CN1C=NC2=C(C1=O)C=NN2C2=CC(=CC=C2)[N+](=O)[O-])O 4-Hydroxy-4-((1-(3-nitrophenyl)-4-oxo-1H-pyrazolo[3,4-d]pyrimidin-5(4H)-yl)methyl)piperidine-1-carboxylic acid tert-butyl ester